NC1=NN=C(O1)C(=O)N1C[C@@H]2NS(C=3C(OC[C@@H]2C1)=C(N(C3)C)C(=O)NC3=CC(=C(C(=C3)F)F)F)(=O)=O (3aR,10aR)-2-(5-Amino-1,3,4-oxadiazol-2-carbonyl)-7-methyl-N-(3,4,5-trifluorophenyl)-2,3,3a,4,10,10a-hexahydro-1H,7H-dipyrrolo[3,4-b:3',4'-f][1,4,5]oxathiazocin-8-carboxamid-5,5-dioxid